9,10-difluoro-3-methyl-7-oxo-3,5,6,7-tetrahydro-2H-[1,4]oxazino[2,3,4-ij]quinoline-6-carbaldehyde FC=1C=C2C(C(CN3C2=C(C1F)OCC3C)C=O)=O